2-((1H-1,2,4-triazol-3-yl)methyl)-1-oxo-1,2-dihydroisoquinolin N1N=C(N=C1)CN1C(C2=CC=CC=C2C=C1)=O